CC1=CC=C(C(=O)NC2=NC=C(C=C2)N2CCN(CC2)C2=NC=CC=C2)C=C1 4-Methyl-N-(5-(4-(pyridin-2-yl)piperazin-1-yl)pyridin-2-yl)benzamid